ClC=1C2=CN(N=C2C=CC1C1=CNC=2N=C(N(C(C21)=O)C)N2[C@H]1CC[C@@H](C2)[C@@H]1NC(OC(C)(C)C)=O)C |o1:22,25,27| rel-tert-Butyl ((1S,4S,7S)-2-(5-(4-chloro-2-methyl-2H-indazol-5-yl)-3-methyl-4-oxo-4,7-dihydro-3H-pyrrolo[2,3-d]pyrimidin-2-yl)-2-azabicyclo[2.2.1]heptan-7-yl)carbamate